N=1N=C(NC1)NC1=NC=CC(=C1)C=1C=C2C(=NNC2=C(C1)C#CC(C)(C)C)N 5-(2-((4H-1,2,4-Triazol-3-yl)amino)pyridin-4-yl)-7-(3,3-dimethylbut-1-yn-1-yl)-1H-indazol-3-amine